COCC1C(C1)C1=CNC=2N=CN=C(C21)N[C@@H]2CC[C@@H](N(C2)C(C=C)=O)C 1-((2s,5r)-5-((5-(2-(methoxymethyl)cyclopropyl)-7H-pyrrolo[2,3-d]pyrimidin-4-yl)amino)-2-methylpiperidin-1-yl)prop-2-en-1-one